5-formylbenzene-1,3-disulfonic acid disodium salt [Na+].[Na+].C(=O)C=1C=C(C=C(C1)S(=O)(=O)[O-])S(=O)(=O)[O-]